5,6-dichloro-2-methyl-1H-benzo[d]imidazole-4,7-dione ClC=1C(C2=C(NC(=N2)C)C(C1Cl)=O)=O